C1(CC1)CN1C(=CC=2C1=NC=CC2)C(=O)O 1-(cyclopropylmethyl)-1H-pyrrolo[2,3-b]pyridine-2-carboxylic acid